4-(aminomethyl)-1-imidazo[1,2-a]pyrazin-8-yl-piperidin-4-amine NCC1(CCN(CC1)C=1C=2N(C=CN1)C=CN2)N